4-methoxy-11-(prop-2-yl)-11-azatricyclo[6.2.1.02,7]Undec-2,4,6,9-tetraene hydrochloride Cl.COC=1C=C2C3C=CC(C2=CC1)N3C(C)C